4-chloro-6-(5-(cyclopropylmethyl)-1-methyl-1H-pyrazol-4-yl)-2-(methylthio)pyrimidine ClC1=NC(=NC(=C1)C=1C=NN(C1CC1CC1)C)SC